N-(5-(2,6-dimethylmorpholino)-4'-((4-(3-methoxytetrahydrofuran-3-yl)-6-(methylsulfonyl)pyridin-2-yl)amino)-[2,3'-bipyridin]-6'-yl)acetamide CC1OC(CN(C1)C=1C=CC(=NC1)C=1C=NC(=CC1NC1=NC(=CC(=C1)C1(COCC1)OC)S(=O)(=O)C)NC(C)=O)C